NC=1C=CC(=C(C1)C=1C(=CC2=C(N(C(N=C2N2[C@H](CN(CC2)C(C=C)=O)C)=O)C2=C(C=CC=C2)C(C)C)N1)Cl)Br 7-(5-amino-2-bromophenyl)-6-chloro-4-((2S)-2-methyl-4-(2-propenoyl)-1-piperazinyl)-1-(2-(2-propanyl)phenyl)pyrido[2,3-d]pyrimidin-2(1H)-one